6-(4-Chloro-3-fluorophenyl)-3-(2-(pyridin-4-yl)-2H-1,2,3-triazol-4-yl)-1,3-oxazinan-2-one ClC1=C(C=C(C=C1)C1CCN(C(O1)=O)C1=NN(N=C1)C1=CC=NC=C1)F